2-(2,3,5,6-tetrafluoro-4-(methylsulfonyl)phenyl)ethan-1-amine FC1=C(C(=C(C(=C1F)S(=O)(=O)C)F)F)CCN